methyl 8-fluoro-1,2,3,4-tetrahydroisoquinoline-6-carboxylate FC=1C=C(C=C2CCNCC12)C(=O)OC